5-bromo-4-(3-cyclopropylphenoxy)-1H-pyridazin-6-one BrC1=C(C=NNC1=O)OC1=CC(=CC=C1)C1CC1